(R)-4-methyl-2-hydroxymethyl-morpholine CN1C[C@@H](OCC1)CO